The molecule is a monocarboxylic acid, a member of cyclopropanes and an organochlorine compound. It has a role as an antilipemic drug. CC(C)(C(=O)O)OC1=CC=C(C=C1)C2CC2(Cl)Cl